CC(C(=C=O)N1C2CC2CC(C1CC=1C(=C(C=CC1)C1=CC(=CC(=C1)F)F)F)NS(=O)(=O)C)(C)CC(=O)[O-] 2-methyl-1-(4-methylsulfonylamino-3-((2,3',5'-trifluoro-[1,1'-biphenyl]-3-yl) methyl)-2-azabicyclo[4.1.0]heptan-2-yl)-1-carbonylpropan-2-ylacetate